CCC(O)(P(=O)(O)O)P(=O)(O)O 1-hydroxypropylidene-1,1'-diphosphonic acid